1-(tert-butyl)-3-(1-(3-chlorobenzyl)-3-methyl-2-oxo-1,2,3,4-tetrahydroquinazolin-6-yl)urea C(C)(C)(C)NC(=O)NC=1C=C2CN(C(N(C2=CC1)CC1=CC(=CC=C1)Cl)=O)C